C(C1=CC=CC=C1)N1C(C(C(=C1C1=C(C=C(C=C1)Cl)Cl)C)(CC(C(C(C(F)(F)F)(F)F)(F)F)(F)F)C)=O 1-benzyl-5-(2,4-dichlorophenyl)-3,4-dimethyl-3-(2,2,3,3,4,4,5,5,5-nonafluoropentyl)-1,3-dihydro-2H-pyrrol-2-one